ethyl 2-acetamido-2-(4-hydroxy-1-(5-(5,6,7,8-tetrahydro-1,8-naphthyridin-2-yl)pentyl)piperidin-4-yl)acetate C(C)(=O)NC(C(=O)OCC)C1(CCN(CC1)CCCCCC1=NC=2NCCCC2C=C1)O